tert-Butyl (3-cyano-7-fluoro-4-(5-fluoro-3-((S)-3-(methylamino)pyrrolidin-1-yl)-7,9-dihydrofuro[3,4-f]quinazolin-6-yl)thieno[3,2-c]pyridin-2-yl)carbamate C(#N)C1=C(SC2=C1C(=NC=C2F)C=2C1=C(C=3C=NC(=NC3C2F)N2C[C@H](CC2)NC)COC1)NC(OC(C)(C)C)=O